C1OC2=CC=C(CNS(=O)(=O)C)C=C2O1 N-(4,5-methylenedioxybenzyl)methanesulfonamide